C(C)(C)C=1C(=C(C(=C(C1)C(C1=CC=CC=C1)(N=C)N)CC)CC)C(C)C diisopropyl-diethyl-methylene-bis-aminodiphenylmethane